FC1=CC=C2C(=CN(C2=C1)C(=O)OC(C)(C)C)C(N(C)OC)=O tert-butyl 6-fluoro-3-(methoxy(methyl)carbamoyl)-1H-indole-1-carboxylate